(S)-1-(2-((2-(2-ethoxy-6-fluorophenyl)pyrimidin-4-yl)amino)-5-(1-(tetrahydro-2H-pyran-4-yl)-1H-pyrazol-4-yl)pyridin-4-yl)piperidin-3-ol C(C)OC1=C(C(=CC=C1)F)C1=NC=CC(=N1)NC1=NC=C(C(=C1)N1C[C@H](CCC1)O)C=1C=NN(C1)C1CCOCC1